(E)-1-(4-chlorophenyl)-2-(6-(2-(3-methylbenzylidene)hydrazinyl)-2-morpholino-9H-purin-9-yl)ethan-1-one ClC1=CC=C(C=C1)C(CN1C2=NC(=NC(=C2N=C1)N/N=C/C1=CC(=CC=C1)C)N1CCOCC1)=O